CC1=C(C=C(C(=O)NC=2C=NC=C(C2)C(F)(F)F)C=C1)[C@H]1CN(CC1)C1=NC=CN=C1 (S)-4-methyl-3-(1-(pyrazin-2-yl)pyrrolidin-3-yl)-N-(5-(trifluoromethyl)pyridin-3-yl)benzamide